C(#N)C=1C=C(C=CC1)N1CCN(CC1)C(=O)OCCC1CCN(CC1)CC1=CC=CC=C1 2-(1-benzylpiperidin-4-yl)ethyl 4-(3-cyanophenyl)piperazine-1-carboxylate